Tetramethyldisiloxane C[Si](C)O[Si](C)C